N-((R)-1-(((R)-3-(4-chlorophenoxy)-1-(4,4,5,5-tetramethyl-1,3,2-dioxaborolan-2-yl)propyl)amino)-3-methoxy-1-oxopropan-2-yl)pyrazine-2-carboxamide ClC1=CC=C(OCC[C@@H](B2OC(C(O2)(C)C)(C)C)NC([C@@H](COC)NC(=O)C2=NC=CN=C2)=O)C=C1